FCC1(OC(C2=CC=C(C=C12)NC1=NC=C(C(=N1)N[C@H](CO)C1=CC=CC=C1)C=1OC=NN1)=O)COC 3-(fluoromethyl)-5-(4-((S)-2-hydroxy-1-phenylethylamino)-5-(1,3,4-oxadiazol-2-yl)pyrimidin-2-ylamino)-3-(methoxymethyl)isobenzofuran-1(3H)-one